(R)-6-(3-(1-acetyl-4-acryloylpiperazin-2-yl)-5-chlorophenyl)-N-methylpyrimidine-4-carboxamide C(C)(=O)N1[C@@H](CN(CC1)C(C=C)=O)C=1C=C(C=C(C1)Cl)C1=CC(=NC=N1)C(=O)NC